C(C)O[Si](CCCCNC1=NC=NC=N1)(OCC)OCC 6-(4-triethoxysilylbutyl)amino-1,3,5-triazine